FC(OC[C@@H](CCCN1C=NC2=CC(=C(C=C2C1=O)F)C1=NC=C(C=C1)C(F)F)NC=1C=NNC(C1C(F)(F)F)=O)F (R)-3-(5-(difluoromethoxy)-4-((6-oxo-5-(trifluoromethyl)-1,6-dihydropyridazin-4-yl)amino)pentyl)-7-(5-(difluoromethyl)pyridin-2-yl)-6-fluoroquinazolin-4(3H)-one